butyl 2-fluoro-3-(methyl(6-(4-(1-methyl-1H-imidazol-2-yloxy)-2-((2-(trimethylsilyl)ethoxy)methoxy)phenyl)pyridazin-3-yl)amino)-8-azabicyclo[3.2.1]octane-8-carboxylate FC1C2CCC(CC1N(C=1N=NC(=CC1)C1=C(C=C(C=C1)OC=1N(C=CN1)C)OCOCC[Si](C)(C)C)C)N2C(=O)OCCCC